FC=1C=C(C=C(C1F)C(F)(F)F)B(O)O 3,4-DIFLUORO-5-(TRIFLUOROMETHYL)-PHENYLBORONIC ACID